tert-butyl ((E)-((4-((4-((E)-N'-(tert-butoxycarbonyl)picolinimidamido)-3-fluorophenyl)carbamoyl)-2-fluorophenyl)amino)(pyridin-2-yl)methylene)carbamate C(C)(C)(C)OC(=O)/N=C(\C1=NC=CC=C1)/NC1=C(C=C(C=C1)NC(=O)C1=CC(=C(C=C1)N\C(\C1=NC=CC=C1)=N\C(OC(C)(C)C)=O)F)F